C(C)(C)N(P(N(C(C)C)C(C)C)OCC1=C(C=CC=C1)C(=O)OC)C(C)C N,N,N',N'-tetraisopropyl-1-(2-methoxycarbonylbenzyloxy)phosphanediamine